BrCC1=C([C@@H](N=C(N1)C=1SC=CN1)C1=C(C(=CC=C1)F)Cl)C(=O)OCC Ethyl (4R)-6-(bromomethyl)-4-(2-chloro-3-fluoro-phenyl)-2-thiazol-2-yl-1,4-dihydropyrimidine-5-carboxylate